(6S,8R)-6-(5-Bromopyridin-2-yl)-8-methyl-7-(2,2,2-trifluoroethyl)-3-trityl-6,7,8,9-Tetrahydrooxazolo[5,4-f]isoquinolin-2(3H)-one BrC=1C=CC(=NC1)[C@H]1N([C@@H](CC2=C3C(=CC=C12)N(C(O3)=O)C(C3=CC=CC=C3)(C3=CC=CC=C3)C3=CC=CC=C3)C)CC(F)(F)F